C(C)OC=1C=C(C=2N(C1)N=CC2C#N)C=2C=NC(=CC2)N2CCC1(CN1S(=O)(=O)C1=CC=C(C=C1)OC)CC2 6-ethoxy-4-(6-(1-((4-methoxyphenyl)sulfonyl)-1,6-diazaspiro[2.5]octan-6-yl)pyridin-3-yl)pyrazolo[1,5-a]pyridine-3-carbonitrile